4-(((3-(1-acryloylpiperidin-3-yl)phenyl)amino)methyl)benzene C(C=C)(=O)N1CC(CCC1)C=1C=C(C=CC1)NCC1=CC=CC=C1